cis-(3R)-N-(5-(2-([2,2'-bipyrimidin]-5-yl)cyclopropyl)-2,3-difluorophenyl)-1-methylpyrrolidin-3-amine N1=C(N=CC(=C1)[C@@H]1[C@@H](C1)C=1C=C(C(=C(C1)N[C@H]1CN(CC1)C)F)F)C1=NC=CC=N1